N-(3-(5-bromo-1-(2,6-dichlorobenzoyl)-1H-pyrrolo[2,3-b]pyridine-3-carbonyl)-2,4-difluorophenyl)pyrrolidine-1-sulfonamide BrC=1C=C2C(=NC1)N(C=C2C(=O)C=2C(=C(C=CC2F)NS(=O)(=O)N2CCCC2)F)C(C2=C(C=CC=C2Cl)Cl)=O